nonadecanol eicosanoate C(CCCCCCCCCCCCCCCCCCC)(=O)OCCCCCCCCCCCCCCCCCCC